C(N)(=O)C1(CCC(CC1)OC=1C(=CC(=C(C(=O)N[C@H]2[C@H]([C@@H]3CC[C@H]2C3)C(=O)NCC3(CCC3)C)C1)OC)F)C (1R,2S,3R,4S)-3-(5-(((1s,4S)-4-Carbamoyl-4-methylcyclohexyl)oxy)-4-fluoro-2-methoxybenzamido)-N-((1-methylcyclobutyl)methyl)bicyclo[2.2.1]heptane-2-carboxamide